tert-Butyl 1-(benzyl(methyl)carbamoyl)cyclopropylcarbamate C(C1=CC=CC=C1)N(C(=O)C1(CC1)NC(OC(C)(C)C)=O)C